1-((tetrahydro-2H-pyran-4-yl)methyl)-3-(2-(trifluoromethyl)phenyl)-1H-pyrrole-2,5-dione O1CCC(CC1)CN1C(C(=CC1=O)C1=C(C=CC=C1)C(F)(F)F)=O